2-((2-chlorobenzyl)thio)-6-oxo-4-(3,4,5-trimethoxyphenyl)-1,6-dihydropyrimidine-5-carbonitrile ClC1=C(CSC=2NC(C(=C(N2)C2=CC(=C(C(=C2)OC)OC)OC)C#N)=O)C=CC=C1